NC(=O)C1=CC=CC2=CN(N=C12)C1=CC=C(C=C1)NC(=O)C1[NH+](CCCC1)CC 2-[({4-[7-(aminocarbonyl)-2H-indazole-2-yl]phenyl}amino)carbonyl]-1-ethylpiperidinium